2-acrylamino-2-methylpropanesulfonic acid sodium salt [Na+].C(=O)(C=C)NC(CS(=O)(=O)[O-])(C)C